CC=1N(C(=CC1C(=O)OC)C(F)(F)F)CC1=CC=C(C=C1)C1=NOC(=N1)C(F)(F)F methyl 2-methyl-5-(trifluoromethyl)-1-[[4-[5-(trifluoromethyl)-1,2,4-oxadiazol-3-yl] phenyl]methyl]pyrrole-3-carboxylate